(R)-N'-((3-(2-methoxypyridin-4-yl)-6-(trifluoromethyl)pyrazin-2-yl)carbamoyl)-6,6-dimethyl-6,7-dihydro-5H-pyrazolo[5,1-b][1,3]oxazine-3-sulfonimidamide COC1=NC=CC(=C1)C=1C(=NC(=CN1)C(F)(F)F)NC(=O)N=[S@](=O)(N)C=1C=NN2C1OCC(C2)(C)C